1-(4-(5-Methyl-2-((1-(tetrahydro-2H-pyran-4-yl)-1H-pyrazol-4-yl)amino)pyrimidin-4-yl)benzoyl)azetidine-3-carbonitrile CC=1C(=NC(=NC1)NC=1C=NN(C1)C1CCOCC1)C1=CC=C(C(=O)N2CC(C2)C#N)C=C1